NC1=NC=NN2C1=C(C(=C2[C@H](CC)C=2C=NN(C2)C2=C(C=C(C=C2)F)F)C#N)C=2C=NC(=NC2)C(F)(F)F 4-amino-7-{(1R)-1-[1-(2,4-difluorophenyl)-1H-pyrazol-4-yl]propyl}-5-[2-(trifluoromethyl)pyrimidin-5-yl]pyrrolo[2,1-f][1,2,4]triazine-6-carbonitrile